ClC1=NC=C(C(=O)N)C(=C1)NC1=C(C=CC=C1)CC 6-chloro-4-(2-ethyl-anilino)nicotinamide